FC1=C(C(=CC(=C1)OC(C)C)F)N1N=C(C=C1)C=1C=CC(=C(C1)CNC([O-])=O)C [[5-[1-[2,6-difluoro-4-(1-methylethoxy)phenyl]-1H-pyrazol-3-yl]-2-methylphenyl]methyl]carbamate